tert-butyl 3-(2,2-dimethylpropanoyloxymethyl)azetidine-1-carboxylate CC(C(=O)OCC1CN(C1)C(=O)OC(C)(C)C)(C)C